methyl 1-(3-(tert-butoxycarbonyl)benzyl)-1H-1,2,4-triazole-5-carboxylate C(C)(C)(C)OC(=O)C=1C=C(CN2N=CN=C2C(=O)OC)C=CC1